tert-butyl [(6-chloro-3-{[(1R,2R)-2-hydroxycyclohexyl]amino}-5-methylpyridazin-4-yl)methyl]carbamate ClC1=C(C(=C(N=N1)N[C@H]1[C@@H](CCCC1)O)CNC(OC(C)(C)C)=O)C